O=C(CS(=O)(=O)C1=CC=C(C=C1)CC(C(=O)O)N)C 3-(4-(2-oxopropylsulfonyl)phenyl)-2-aminopropionic acid